BrC1=C2CC(N(C2=C(C(=C1)Cl)F)CC)=O 4-Bromo-6-chloro-1-ethyl-7-fluoroindolin-2-one